4-((1R,4R)-5-(4-(2-(2-Aminopyridin-3-yl)-5-phenyl-3H-imidazo[4,5-b]pyridin-3-yl)benzyl)-2,5-diazabicyclo[2.2.1]heptan-2-yl)-2-hydroxybenzaldehyde NC1=NC=CC=C1C1=NC=2C(=NC(=CC2)C2=CC=CC=C2)N1C1=CC=C(CN2[C@H]3CN([C@@H](C2)C3)C3=CC(=C(C=O)C=C3)O)C=C1